ethyl (R)-4-chloro-3-hydroxy-butyrate ClC[C@@H](CC(=O)OCC)O